S1C(=CC=C1)C=1SCC(N1)C(=O)O 2-(thiophen-2-yl)-4,5-dihydrothiazole-4-carboxylic acid